(((1-(6-(6-(Difluoromethyl)imidazo[1,2-b]pyridazin-3-yl)pyrimidin-4-yl)piperidin-3-yl)methyl)imino)dimethyl-λ6-sulfanone FC(C=1C=CC=2N(N1)C(=CN2)C2=CC(=NC=N2)N2CC(CCC2)CN=S(=O)(C)C)F